C1=CC(=CC(=C1)[N+](=O)[O-])NC(=O)CCl 2-chloro-N-(3-nitrophenyl)acetamide